ethylene n-propyl methacrylate C(C(=C)C)(=O)OCCC.C=C